C(C)(=O)OCCCCCCCCC=CC=CCCC 9,11-pentadecadienyl acetate